C1(=CC=CC=C1)C(CC(CCCCCCC)=O)N1N=CC(=N1)C1=CC=CC=C1 1-phenyl-1-(4-phenyl-2H-1,2,3-triazol-2-yl)decan-3-one